10-chloro-6-methoxy-12H-thiochromeno[2,3-c]quinolin-12-one ClC1=CC=2C(C3=C(C(=NC4=CC=CC=C34)OC)SC2C=C1)=O